(R)-6-[(S)-2-(2-Carboxy-phenyl)-3-oxo-hexahydro-imidazo[1,5-a]pyrazin-7-ylmethyl]-4-(2-chloro-3-fluoro-phenyl)-2-thiazol-2-yl-1,4-dihydro-pyrimidine-5-carboxylic acid ethyl ester C(C)OC(=O)C=1[C@@H](N=C(NC1CN1C[C@@H]2N(CC1)C(N(C2)C2=C(C=CC=C2)C(=O)O)=O)C=2SC=CN2)C2=C(C(=CC=C2)F)Cl